Succinimidyl-(2-Pyridyldithio)propanoic Acid C1(CCC(N1C(C(=O)O)(C)SSC1=NC=CC=C1)=O)=O